C(C)(C)C1OC(PC(O1)C(C)C)C(C)C 2,4,6-Triisopropyl-1,3,5-dioxaphosphorinane